4-amino-2-methylthiopyrimidine-5-carboxamide NC1=NC(=NC=C1C(=S)N)C